1-ethylamino-3-methylamino-2-propanol C(C)NCC(CNC)O